C(=O)O.N1(CCOCC1)C1=CC=C2C(=N1)NC=C2C2=NC(=NC=C2C(F)(F)F)N2CCC(CCC2)N (4-(6-morpholinyl-1H-pyrrolo[2,3-b]pyridin-3-yl)-5-(trifluoromethyl)pyrimidin-2-yl)azepan-4-amine, formate salt